ClC=1C=C(C=CC1NC1CCC1)C(C(C#C)=O)C1(CCCCC1)C(=O)N 1-(1-(3-chloro-4-(cyclobutylamino)phenyl)-2-oxobut-3-yn-1-yl)cyclohexane-1-carboxamide